C1(CC1)C=1NC(=NN1)C1CC2(CN(C2)C(=O)N2CC(C2)CNS(=O)(=O)C2=CC=C(C=C2)C(F)(F)F)C1 N-[[1-[6-(5-cyclopropyl-4H-1,2,4-triazol-3-yl)-2-azaspiro[3.3]heptane-2-carbonyl]azetidin-3-yl]methyl]-4-(trifluoromethyl)benzenesulfonamide